BrC1=CC=C2C(=NC(=NC2=C1F)OC[C@]12CCCN2C[C@@H](C1)F)O[C@H]1[C@H](N(CC1)C(=O)OC(C)(C)C)C tert-butyl (2R,3R)-3-((7-bromo-8-fluoro-2-(((2R,7aS)-2-fluorotetrahydro-1H-pyrrolizin-7a(5H)-yl)methoxy)quinazolin-4-yl)oxy)-2-methylpyrrolidine-1-carboxylate